1-(3-(methoxyl-methoxy)phenyl)ethanone O(C)COC=1C=C(C=CC1)C(C)=O